Isopropyl (R)-2-(6-(1-aminoethyl)-1-(2,2-difluoropent-4-en-1-yl)-1H-pyrrolo[2,3-b]pyridin-2-yl)-7-methoxy-1-methyl-1H-benzo[d]imidazole-5-carboxylate N[C@H](C)C1=CC=C2C(=N1)N(C(=C2)C2=NC1=C(N2C)C(=CC(=C1)C(=O)OC(C)C)OC)CC(CC=C)(F)F